[NH4+].OC(CC(C(C(=O)[O-])(C)C)(CCC(C)C)C)C 2-hydroxypropyl-trimethyl-isooctanoic acid ammonium salt